3-chloro-5-(2-{3-[(4-methylsulfonylphenoxy)methyl]piperazin-1-yl}ethyl)benzonitrile ClC=1C=C(C#N)C=C(C1)CCN1CC(NCC1)COC1=CC=C(C=C1)S(=O)(=O)C